BrC1=CN=C(C2=CC(=NC=C12)Cl)C(=C)C 4-bromo-7-chloro-1-(prop-1-en-2-yl)-2,6-diazanaphthalene